The molecule is conjugate base of tauropine in which the carboxy and sulfo groups are anionic and the amino group is protonated; major species at pH 7.3. It is a L-alpha-amino acid anion and an organosulfonate oxoanion. It is a conjugate base of a tauropine. C[C@H](C(=O)[O-])[NH2+]CCS(=O)(=O)[O-]